COC1=C(C=C2C=CC(=NC2=C1)C)C1=CN=C(O1)[C@H](CCCCCC(CC)=O)NC(=O)C1=NOC2(C1)CCN(CC2)C (S)-N-(1-(5-(7-Methoxy-2-methylchinolin-6-yl)oxazol-2-yl)-7-oxononyl)-8-methyl-1-oxa-2,8-diazaspiro[4.5]dec-2-en-3-carboxamid